P1=CC=CC=C1 E-phosphainine